O[C@@H]([C@@H](C(=O)N[C@@H](CC(C)C)B1OC([C@@H](N([C@@H](C(O1)=O)C)C)C)=O)NC(C1=NC(=CC=C1)C1=CC=CC=C1)=O)C N-((2S,3R)-3-hydroxy-1-(((R)-3-methyl-1-((5R,7S)-5,6,7-trimethyl-4,8-dioxo-1,3,6,2-dioxazaborocan-2-yl)butyl)amino)-1-oxobutan-2-yl)-6-phenylpicolinamide